NC1=C(C(=NC=N1)NC[C@H]1[C@@H](CN(CC1)C(\C=C\CN(C)C)=O)O)C1=CC=C(C=C1)OC1=CC=CC=C1 (E)-1-((3S,4S)-4-(((6-amino-5-(4-phenoxyphenyl)pyrimidin-4-yl)amino)methyl)-3-hydroxypiperidin-1-yl)-4-(dimethylamino)but-2-en-1-one